N1CCC(CC1)C=1C(=NC=CN1)OC=1C=NC(=NC1)C(F)(F)F 5-((3-(piperidin-4-yl)pyrazin-2-yl)oxy)-2-(trifluoromethyl)pyrimidine